S(=O)(=O)(O)C(=O)[C@H](O)[C@@H](O)[C@H](O)[C@H](O)CO sulfoglucose